C(C(C)C)C1CC(C(CC1)C(=O)O)C(=O)O 4-isobutyl-cyclohexane-1,2-dicarboxylic acid